4-[5-[(1R)-2-amino-1-fluoroethyl]pyrimidin-2-yl]-3-(2-methyl-6-morpholin-4-ylpyridin-4-yl)oxybenzonitrile NC[C@H](F)C=1C=NC(=NC1)C1=C(C=C(C#N)C=C1)OC1=CC(=NC(=C1)N1CCOCC1)C